2-(2,6-dimethylphenyl)-2-(4-(trifluoromethyl)pyridin-2-yl)Acetamide CC1=C(C(=CC=C1)C)C(C(=O)N)C1=NC=CC(=C1)C(F)(F)F